N-(2-ethynyl-4-trifluoromethylphenyl)-4-methylbenzenesulfonamide C(#C)C1=C(C=CC(=C1)C(F)(F)F)NS(=O)(=O)C1=CC=C(C=C1)C